C1([C@@H](O)[C@H](O)[C@H](O)[C@@H](O1)C)[C@@]1([C@H](O[C@H]2[C@@H]([C@H](C(O)O[C@@H]2CO)NC(C)=O)O)O[C@@H]([C@@H]([C@@H]1O)O)CO)O 2'-fucosyl-N-acetyl-lactosamine